9-phenyl-9H-carbazole-4-ol C1(=CC=CC=C1)N1C2=CC=CC=C2C=2C(=CC=CC12)O